3-(hydroxymethyl)-N-(2,2,2-trifluoroethyl)-2-azabicyclo[2.2.1]heptan-2-carboxamide OCC1N(C2CCC1C2)C(=O)NCC(F)(F)F